tert-butyl 4-[[4-(2,6-dioxo-3-piperidyl)phenyl]methyl]-4-fluoro-piperidine-1-carboxylate O=C1NC(CCC1C1=CC=C(C=C1)CC1(CCN(CC1)C(=O)OC(C)(C)C)F)=O